ClC=1C=C(C=CC1OC(F)F)NC1=NC=C(C(=N1)NC1=C2CCNC(C2=CC=C1)=O)C(=O)N 2-{[3-chloro-4-(difluoromethoxy)phenyl]amino}-4-[(1-oxo-1,2,3,4-tetrahydroisoquinolin-5-yl)amino]pyrimidine-5-carboxamide